C(C1=CC=CC=C1)C1=CC=CC(=N1)C1=NC2=CC=CC=C2C=N1 2-(6-benzyl-pyridin-2-yl)quinazolin